tert-Butyl 3-(7-(thiazol-2-yl)-4-(((trifluoromethyl)sulfonyl)oxy)benzo[d]oxazol-2-yl)-3,6-diazabicyclo[3.1.1]heptane-6-carboxylate S1C(=NC=C1)C1=CC=C(C=2N=C(OC21)N2CC1N(C(C2)C1)C(=O)OC(C)(C)C)OS(=O)(=O)C(F)(F)F